C1=NN(N=C1)CC(=O)O 2-(triazol-2-yl)acetic acid